C(C1=CC=CC=C1)N1C(N(C(C1=O)C)CC1=CC(=CC=C1)OC)=S 3-benzyl-1-(3-methoxybenzyl)-5-methyl-2-thioxoimidazolidin-4-one